(6aR)-8-acryloyl-4-chloro-3-(2-fluoro-6-hydroxyphenyl)-1-((R)-4-methoxy-2,2-dimethylpyrrolidin-1-yl)-6,6a,7,8,9,10-hexahydro-12H-pyrazino[2,1-c]pyrido[3,4-f][1,4]oxazepin-12-one C(C=C)(=O)N1C[C@@H]2COC3=C(C(N2CC1)=O)C(=NC(=C3Cl)C3=C(C=CC=C3O)F)N3C(C[C@H](C3)OC)(C)C